tetraamyl methylenediphosphonate C(P(OCCCCC)(OCCCCC)=O)P(OCCCCC)(OCCCCC)=O